ClC1=NC=C(C(=C1)C1=C(C=NC(=C1)C)C(=O)NC=1SC2=C(N1)C=CC(=C2)N2C(CCCC2)=O)OC 2'-chloro-5'-methoxy-6-methyl-N-[6-(2-oxopiperidin-1-yl)-1,3-benzothiazol-2-yl]-[4,4'-bipyridine]-3-carboxamide